C1(CC1)C=1C=C2CCNCC2=CC1NC1=NC=C(C(=N1)C1=CC2=C(C(N(CCS2(=O)=O)C2COC2)=O)S1)C(F)(F)F 7-(2-((6-cyclopropyl-1,2,3,4-tetrahydroisoquinolin-7-yl)amino)-5-(trifluoromethyl)pyrimidin-4-yl)-4-(oxetan-3-yl)-3,4-dihydrothieno[2,3-f][1,4]thiazepin-5(2H)-one 1,1-dioxide